C1(=CC=CC=C1)C1OCC(CO1)O 2-Phenyl-1,3-dioxan-5-ol